N-((6-cyano-5-(imidazo[1,5-a]pyridin-7-yl)-2,3-dihydro-1H-inden-4-yl)carbamoyl)-1-(cyclopropylmethyl)-1H-pyrazole-4-sulfonamide C(#N)C1=C(C(=C2CCCC2=C1)NC(=O)NS(=O)(=O)C=1C=NN(C1)CC1CC1)C1=CC=2N(C=C1)C=NC2